FC=1C(=C(C=CC1)NC1=C(NC2=C1C(NCC2)=O)C2=C(C=NC=C2)O[C@H]2[C@H](C2)OC)OC 3-((3-fluoro-2-methoxyphenyl)amino)-2-(3-((1R,2S)-2-methoxycyclopropoxy)pyridin-4-yl)-1,5,6,7-tetrahydro-4H-pyrrolo[3,2-c]pyridin-4-one